3-(3-bromo-4-methylphenyl)-1-(triisopropylsilyl)-1H-pyrrole BrC=1C=C(C=CC1C)C1=CN(C=C1)[Si](C(C)C)(C(C)C)C(C)C